CC1(CCC(CC1)NC(=O)C=1C(N(C2=NC=CC=C2C1O)CCN1CCOCC1)=O)C N-(4,4-dimethylcyclohexyl)-4-hydroxy-1-(2-morpholinoethyl)-2-oxo-1,2-dihydro-1,8-naphthyridine-3-carboxamide